[Si](C1=CC=CC=C1)(C1=CC=CC=C1)(C(C)(C)C)OC[C@@H]1N(CC[C@@H]1N(CC1=CC=C(C=C1)OC)S(N(C)C)(=O)=O)C(=O)OCC1=CC=CC=C1 benzyl (2R,3S)-2-(((tert-butyldiphenylsilyl)oxy)methyl)-3-((N,N-dimethylsulfamoyl)(4-methoxybenzyl)amino)pyrrolidine-1-carboxylate